1-((1-(4-fluorophenyl)-5-methyl-1H-1,2,4-triazol-3-yl)methyl)-4,4-dimethylpiperidine FC1=CC=C(C=C1)N1N=C(N=C1C)CN1CCC(CC1)(C)C